ClC1=C(C=C(C=N1)C=1NC=C(N1)C=O)F 2-(6-chloro-5-fluoro-3-pyridinyl)-1H-imidazole-4-carbaldehyde